P(=O)([O-])(O)O.C(CC(=O)O)(=O)O.C(CC(=O)O)(=O)O.C(CC(=O)O)(=O)O.[Li+].ClC=1C=C2C(=NC(=NC2=C(C1C1=NC(=C(C2=CC=CC=C12)F)NC(C)=O)F)OC[C@H]1N(CCC1)C)N1[C@H](CNCC1)C N-(1-(6-chloro-8-fluoro-4-((S)-2-methylpiperazin-1-yl)-2-(((S)-1-methylpyrrolidin-2-yl)methoxy)quinazolin-7-yl)-4-fluoroisoquinolin-3-yl)acetamide lithium trimalonate phosphate